C[Si](O[Si](C)(C)C)(C)C.[Si] silicon (hexamethyldisiloxane)